ISOPROPYLPHENYL PHOSPHATE CC(C)C1=CC=CC=C1OP(=O)([O-])[O-]